BrC1=C(C=C(C(=C1)[N+](=O)[O-])C)OC1=C(C=CC=C1)F 1-bromo-2-(2-fluorophenoxy)-4-methyl-5-nitrobenzene